1-methyl-3-[[4-(trifluoromethoxy)phenoxy]methyl]pyrazolo[4,3-c]pyridine-6-carbaldehyde CN1N=C(C=2C=NC(=CC21)C=O)COC2=CC=C(C=C2)OC(F)(F)F